C(CCCCCC)OC(CCCCCN(CCCCCCCCCCCCCC)CCC1CCN(CC1)C(CN(CCCCCCCCC)CCN(CCCCCCCCC)CCCCCCCCC)=O)=O Heptyl-6-((2-(1-(N-(2-(dinonylamino)ethyl)-N-nonylglycyl)piperidin-4-yl)ethyl)(tetradecyl)amino)hexanoate